2-(4-(2,6-difluorophenyl)piperidin-1-yl)benzaldehyde FC1=C(C(=CC=C1)F)C1CCN(CC1)C1=C(C=O)C=CC=C1